O1CCN(CC1)CC1=C(C=C(N)C=C1)S(=O)(=O)C(F)(F)F 4-(morpholinomethyl)-3-((trifluoromethyl)sulfonyl)aniline